FC1=C(C=C(C=C1)C1=C(N=C(C2=CC3=C(C=C12)C=NN3)OC3CC(C3)C(=O)O)C3CCOCC3)OC 3-[[5-(4-fluoro-3-methoxy-phenyl)-6-tetrahydropyran-4-yl-1H-pyrazolo[4,3-g]isoquinolin-8-yl]oxy]cyclobutanecarboxylic acid